COC1(CNCC1)C1(CC1)N(C)C 1-(3-methoxypyrrolidin-3-yl)-N,N-dimethylcyclopropan-1-amine